FC1=CC=C(C=C1)C1(CC(C(=O)N)=CC=C1)C(=O)N 3-(4-fluorophenyl)isophthalamide